O1N=CC(=C1)C1=C(OC2=C(C=C(C=C2C1=O)C)C(C)NC1=C(C(=O)OC(C)(C)C)C=CC=C1)C1=CC=CC=C1 tert-Butyl 2-[1-(3-isoxazol-4-yl-6-methyl-4-oxo-2-phenyl-chromen-8-yl)ethylamino]benzoate